F\C(\C(=O)OCC)=C/C1=NC(=NC=C1)C ethyl (Z)-2-fluoro-3-(2-methylpyrimidin-4-yl)prop-2-enoate